ClCCCCCCSC1=CC2=CC=CC=C2C=C1 2-naphthyl (6-chlorohexyl) thioether